C1=CNSC=2C1=CC=C1C2C=CC2=CC=CC=C21 naphthobenzothiazine